OC=1C=C(C=C2CCN(C(C12)=O)C1CNCC1)C=1C=C(C=2N(C1)C=C(N2)C)C#N 6-(8-hydroxy-1-oxo-2-(pyrrolidin-3-yl)-1,2,3,4-tetrahydroisoquinolin-6-yl)-2-methylimidazo[1,2-a]pyridine-8-carbonitrile